CC1=CN=C2N1C=C(N=C2N2[C@H](CC2)C(F)(F)F)C=2C=NN(C2)C2CN(C2)C 3-methyl-6-[1-(1-methylazetidin-3-yl)pyrazol-4-yl]-8-[(2R)-2-(trifluoromethyl)azetidin-1-yl]imidazo[1,2-a]pyrazine